4-amino-N-(5-(1-aminocyclobutyl)pyridin-3-yl)-1-(2,6-dichloro-4-methoxyphenyl)-6-oxo-1,6-dihydropyrimidine-5-carboxamide NC=1N=CN(C(C1C(=O)NC=1C=NC=C(C1)C1(CCC1)N)=O)C1=C(C=C(C=C1Cl)OC)Cl